S1C(=CC=C1)C=1C(=NC=CC1)C=1SC=CC1 dithienyl-pyridine